BrC1=C(C=C(C=C1)CC=1N(C2=C(N1)C=CC(=C2)C(=O)OC)C[C@H]2OCC2)F methyl 2-[(4-bromo-3-fluoro-phenyl)methyl]-3-[[(2S)-oxetan-2-yl]methyl]benzimidazole-5-carboxylate